Cl.Cl.C1(=CC=CC=C1)C=1C(N(N=CC1)CC1CCN(CC1)CC1CCOCC1)=O 4-phenyl-2-((1-((tetrahydro-2H-pyran-4-yl)methyl)piperidin-4-yl)methyl)pyridazin-3(2H)-one bisHydrochloride salt